FC1=C(C=CC=C1)C=1N=C2C(=CN(C=C2)CC=2SC3=C(N2)C=CC=C3)N1 2-((2-(2-fluorophenyl)-5H-imidazo[4,5-c]pyridin-5-yl)methyl)benzo[d]thiazole